FC(OC1=CC=C(C=N1)C(C(=O)N1C[C@]2(CC1)NC1=NC(=C(C=C1CC2)C2=NC=CC=N2)C)C)F 2-[6-(Difluoromethoxy)pyridin-3-yl]-1-((2S)-7-methyl-6-(pyrimidin-2-yl)-3,4-dihydro-1H-spiro[1,8-naphthyridine-2,3'-pyrrolidin]-1'-yl)propan-1-one